FC1=CC=C2C(=CNC2=C1)CC(=O)N1CC(C1)C(=O)N(C)OC 1-(2-(6-fluoro-1H-indol-3-yl)acetyl)-N-methoxy-N-methylazetidine-3-carboxamide